N-[4-(2,6-dimethoxypyridin-3-yl)-7-methoxy-1H-1,3-benzodiazol-2-yl]cyclopropanecarboxamide COC1=NC(=CC=C1C1=CC=C(C=2NC(=NC21)NC(=O)C2CC2)OC)OC